4,4''-bis{(phenanthren-9-yl)-phenylamino}-1,1':4',1''-terphenyl C1=CC=CC=2C3=CC=CC=C3C(=CC12)N(C1=CC=C(C=C1)C1=CC=C(C=C1)C1=CC=C(C=C1)N(C1=CC=CC=C1)C=1C2=CC=CC=C2C=2C=CC=CC2C1)C1=CC=CC=C1